(1-Fluoroethyl)triphenylphosphonium tetrafluoroborate F[B-](F)(F)F.FC(C)[P+](C1=CC=CC=C1)(C1=CC=CC=C1)C1=CC=CC=C1